2-[6-Chloro-4-[(2S)-1-(4-methyl-1,2,4-triazol-3-yl)propan-2-yl]pyridin-2-yl]-4-(trifluoromethyl)-3H-isoindol-1-one ClC1=CC(=CC(=N1)N1C(C2=CC=CC(=C2C1)C(F)(F)F)=O)[C@H](CC1=NN=CN1C)C